C[NH+]1[C@H]2CC[C@@H]1[C@H]([C@H](C2)OC(=O)C3=CC=CC=C3)C(=O)OC.[Cl-] The molecule is the hydrochloride salt of cocaine. It is a local anesthetic and vasoconstrictor and is clinically used for that purpose, particularly in the eye, ear, nose, and throat. It also has powerful central nervous system effects similar to the amphetamines and is a drug of abuse. It has a role as a local anaesthetic and a central nervous system stimulant. It contains a cocaine(1+).